ClC1=CC=C(C=C1)[C@@H](C)NC([C@@H](C)N(C(C1=CC(=CC=C1)S(=O)(=O)N1CC(C1)C#N)=O)C)=O N-((1R)-2-(((1R)-1-(4-chlorophenyl)ethyl)amino)-1-methyl-2-oxoethyl)-3-((3-cyano-1-azetidinyl)sulfonyl)-N-methylbenzamide